(Z)-1-(4-amino-2-fluoro-but-2-en-1-yl)-4-(4-(N-cyclopropylsulfamoyl)phenyl)-N,N,2-trimethyl-1H-benzo[d]imidazole-6-carboxamide hydrochloride Cl.NC\C=C(\CN1C(=NC2=C1C=C(C=C2C2=CC=C(C=C2)S(NC2CC2)(=O)=O)C(=O)N(C)C)C)/F